N[C@@H](C(C)C)C(=O)O (+)-valine